amphetamine iodate I(=O)(=O)O.NC(C)CC1=CC=CC=C1